FC=1C=C(OCC2[C@H]3CN(C[C@@H]23)C=2N=C3C(=NC2)N(C(=N3)C3=NC=C(C=C3)F)C)C=C(C1)F 5-((1R,5S,6r)-6-((3,5-difluorophenoxy)methyl)-3-azabicyclo[3.1.0]hexan-3-yl)-2-(5-fluoropyridin-2-yl)-1-methyl-1H-imidazo[4,5-b]pyrazine